4-bromo-N-(2,4-dimethoxybenzyl)-3-(4-methoxyphenyl)-5-methyl-N-(prop-2-yn-1-yl)-1H-pyrrole-2-carboxamide BrC=1C(=C(NC1C)C(=O)N(CC#C)CC1=C(C=C(C=C1)OC)OC)C1=CC=C(C=C1)OC